(2-hexyldecyl)zinc (II) bromide [Br-].C(CCCCC)C(C[Zn+])CCCCCCCC